5-((1R)-fluoro((((S)-1-(neopentyloxy)-1-oxopropan-2-yl)amino)(phenoxy)phosphoryl)methyl)benzo[b]thiophene-2-carboxylic acid F[C@@H](C1=CC2=C(SC(=C2)C(=O)O)C=C1)P(=O)(OC1=CC=CC=C1)N[C@H](C(=O)OCC(C)(C)C)C